1-dodecyl-2-propylpyrrolidinium fluoride salt [F-].C(CCCCCCCCCCC)[NH+]1C(CCC1)CCC